dihydrochloride, hydroiodide I.Cl.Cl